C(C1=CC=CC=C1)OC1=CC2=C(N(C(=N2)C2=C(C=C(C=C2)O)O)CC2=CC=C(C=C2)F)C=C1 5-(Benzyloxy)-1-(4-fluorobenzyl)-2-(2,4-Dihydroxyphenyl)-1H-benzo[d]imidazole